CN1N=CC(=N1)NCC1=NC=C(C=C1)C1=NOC(=N1)C(F)(F)F 2-methyl-N-({5-[5-(trifluoromethyl)-1,2,4-oxadiazol-3-yl]pyridin-2-yl}methyl)-2H-1,2,3-triazol-4-amine